6-(tert-butoxycarbonyl)-2,2-diphenylbenzo[d][1,3]dioxol-4-yl 7-((7-(benzyloxy)-2,2-diphenylbenzo[d][1,3]dioxole-5-carbonyl) oxy)-2,2-diphenylbenzo[d][1,3]dioxole-5-carboxylate C(C1=CC=CC=C1)OC1=CC(=CC2=C1OC(O2)(C2=CC=CC=C2)C2=CC=CC=C2)C(=O)OC2=CC(=CC1=C2OC(O1)(C1=CC=CC=C1)C1=CC=CC=C1)C(=O)OC1=CC(=CC=2OC(OC21)(C2=CC=CC=C2)C2=CC=CC=C2)C(=O)OC(C)(C)C